[N+](=O)([O-])C1=CC=C(C=C1)[N+]=1[N-]OC(C1)=O (4-nitrophenyl)sydnone